C1(CCCCC1)C([C@@H](C(=O)NC1=NC=C(C=C1F)C=1C(=NNC1C)C)NC(=O)C=1N(N=CC1)CC)C1CCCCC1 N-[(1S)-1-(dicyclohexylmethyl)-2-[[5-(3,5-dimethyl-1H-pyrazol-4-yl)-3-fluoro-2-pyridinyl]amino]-2-oxo-ethyl]-2-ethyl-pyrazole-3-carboxamide